NC[C@@H](O)C=1C=NC(=NC1)C1=C(C=C(C=C1)Cl)OC=1N(N=C(C1)C1CCOCC1)C (1S)-2-amino-1-[2-[4-chloro-2-[2-methyl-5-(oxan-4-yl)pyrazol-3-yl]oxyphenyl]pyrimidin-5-yl]ethanol